ClC=1C(=C(C(=NC1)N)[N+](=O)[O-])NC1CCN(CC1)CC1=C(C=CC(=C1)F)F 5-chloro-N4-(1-(2,5-difluorobenzyl)piperidin-4-yl)-3-nitropyridine-2,4-diamine